C(C)OC(C(C)(C)OC1=C(C=C(C=C1C)CN1N=CN(C1=O)C1=CC=C(C=C1)C#N)C)=O 2-(4-((4-(4-cyanophenyl)-5-oxo-4,5-dihydro-1H-1,2,4-triazol-1-yl)methyl)-2,6-dimethylphenoxy)-2-methylpropanoic acid ethyl ester